3-[(3-chloro-N-ethylsulfonyl-anilino)methyl]isoxazole-5-carboxylic acid ethyl ester C(C)OC(=O)C1=CC(=NO1)CN(C1=CC(=CC=C1)Cl)S(=O)(=O)CC